trans-2-phenylcyclopropan-1-amine C1(=CC=CC=C1)[C@H]1[C@@H](C1)N